6-(1-Methyl-1H-pyrazol-4-yl)-4-(piperazin-1-yl)pyrazolo[1,5-a]pyridine-3-carbonitrile hydrochloride Cl.CN1N=CC(=C1)C=1C=C(C=2N(C1)N=CC2C#N)N2CCNCC2